1-((5aR,9S)-2-(2-hydroxy-4-isopropylphenyl)-9-methyl-2,3,4,5,5a,6,8,9-octahydro-7H-1,2,5,7-tetraazabenzo[cd]azulen-7-yl)prop-2-en-1-one OC1=C(C=CC(=C1)C(C)C)N1N=C2[C@H](CN(C[C@H]3C2=C1CCN3)C(C=C)=O)C